7-(2-bromoacetyl)-6-fluoro-3,4-dihydroisoquinoline-2(1H)-carboxylic acid tert-butyl ester C(C)(C)(C)OC(=O)N1CC2=CC(=C(C=C2CC1)F)C(CBr)=O